C1=CC=C(C=C1)C[C@@]2(O/C(=C\\C3=CC=CC=C3)/C(=O)O2)C(=O)[O-] The molecule is a monocarboxylic acid anion that is the conjugate base of phenguignardic acid, obtained from the derotonation of the carboxy group. Major species at pH 7.3. It is a conjugate base of a phenguignardic acid.